C(C(C)C)OC(=O)Cl Isobutyl-chloroformic acid